O[C@H]1C[C@H]2C[C@@H]([C@H]3[C@@H]4CC[C@H]([C@@H](CCC(=O)O)C)[C@]4(CC[C@@H]3[C@]2(C[C@H]1O)C)C)O 3α,7β,2α-trihydroxy-5β-cholan-24-oic acid